6-chloro-3-(4-hydroxy-4-(methoxymethyl)piperidin-1-yl)pyridine-carbaldehyde ClC1=CC=C(C(=N1)C=O)N1CCC(CC1)(COC)O